FC1=C(C=C(C=O)C=C1)N1C(CC2=CC=CC=C12)=O 4-fluoro-3-(2-oxoindolin-1-yl)benzaldehyde